(3aR,5s,6aS)-2-((2,2,6,6-tetramethyltetrahydro-2H-pyran-4-yl)methyl-d2)-N-(6-(2-(trifluoromethyl)pyridin-3-yl)pyridazin-3-yl)octahydrocyclopenta[c]pyrrol-5-amine CC1(OC(CC(C1)C(N1C[C@@H]2[C@H](C1)CC(C2)NC=2N=NC(=CC2)C=2C(=NC=CC2)C(F)(F)F)([2H])[2H])(C)C)C